N-(2-((1r,4r)-4-((4-(2-(2,4-dioxotetrahydropyrimidin-1(2H)-yl)-1,3-dioxoisoindolin-5-yl)piperazin-1-yl)methyl)cyclohexyl)-6-methoxy-2H-indazol-5-yl)-3-(trifluoromethyl)benzamide O=C1N(CCC(N1)=O)N1C(C2=CC=C(C=C2C1=O)N1CCN(CC1)CC1CCC(CC1)N1N=C2C=C(C(=CC2=C1)NC(C1=CC(=CC=C1)C(F)(F)F)=O)OC)=O